(1s,4s)-1-methyl-4-((5-(2-methyl-1-(tetrahydro-2H-pyran-4-yl)-1H-imidazo[4,5-b]pyridin-6-yl)pyrrolo[2,1-f][1,2,4]triazin-2-yl)amino)cyclohexan-1-ol CC1(CCC(CC1)NC1=NN2C(C=N1)=C(C=C2)C=2C=C1C(=NC2)N=C(N1C1CCOCC1)C)O